5-[2-(trifluoromethyl)-4-pyridyl]-1,3,4-oxathiazol-2-one FC(C1=NC=CC(=C1)C1=NSC(O1)=O)(F)F